4-(2,6-Difluorophenyl)piperidine-1-carboxylic acid tert-butyl ester C(C)(C)(C)OC(=O)N1CCC(CC1)C1=C(C=CC=C1F)F